C(#N)C=1C=C2C(=C(C(N(C2=CC1O[C@@H]1COCC1)C)=O)C(=O)N)N1CCC(CC1)C=1OC2=C(N1)C=C(C=C2)C 6-Cyano-1-methyl-4-[4-(5-methyl-1,3-benzoxazol-2-yl)piperidin-1-yl]-2-oxo-7-{[(3S)-oxolan-3-yl]oxy}-1,2-dihydroquinoline-3-carboxamide